C[N+](CCCCCCCCCCCCCC)(CCNC(=O)C=1N(C=C(C1)NC(=O)C=1N(C=C(C1)NC(C1=CC=C(C=C1)\C=C\C=1C=NC2=CC=CC=C2C1)=O)C)C)C (E)-N,N-dimethyl-N-(2-(1-methyl-4-(1-methyl-4-(4-(2-(quinolin-3-yl)vinyl)benzamido)-1H-pyrrole-2-carboxamido)-1H-pyrrole-2-carboxamido)ethyl)tetradecan-1-aminium